[O-2].[O-2].[O-2].[Zr+4] Zirconium trioxide